NC(=O)C1=CC=CC2=CN(N=C12)C1=CC=C(CN2CCN(CC2)C2=CC=CC=C2)C=C1 1-{4-[7-(aminocarbonyl)-2H-indazol-2-yl]benzyl}-4-phenylpiperazine